6-{8-[(2-cyano-2-methylideneethyl)amino]-7-methoxynaphthalen-2-yl}-N-methyl-4-(methylamino)pyridine-2-carboxamide C(#N)C(CNC=1C(=CC=C2C=CC(=CC12)C1=CC(=CC(=N1)C(=O)NC)NC)OC)=C